Cl.FC=1C=C(C=CC1C1=CC=NC=2NC(C=CC12)=O)C(C)NS(=O)(=O)N N-(1-(3-fluoro-4-(7-oxo-7,8-dihydro-1,8-naphthyridin-4-yl)phenyl)ethyl)sulfamide hydrochloride